C(C1=CC=CC=C1)OC=1C(C(=CN2C1C(N1[C@H](C=C[C@@H]([C@H]2C1)OCC)C)=O)C(=O)NCC1=C(C=C(C=C1F)F)F)=O (3S,6S,7R)-12-(benzyloxy)-6-ethoxy-3-methyl-1,11-dioxo-N-(2,4,6-trifluorobenzyl)-1,6,7,11-tetrahydro-3H-2,7-methanopyrido[1,2-a][1,4]diazonine-10-carboxamide